N-(4-((5-chloro-4-((3-fluorobenzyl)oxy)-2-(2-hydroxypropan-2-yl)phenyl)amino)-7-(3-morpholinopropoxy)quinazolin-6-yl)acrylamide ClC=1C(=CC(=C(C1)NC1=NC=NC2=CC(=C(C=C12)NC(C=C)=O)OCCCN1CCOCC1)C(C)(C)O)OCC1=CC(=CC=C1)F